1-(4-hydroxyphenyl)-2-(5-phenylhexahydrocyclopenta[c]pyrrol-2(1H)-yl)ethanone OC1=CC=C(C=C1)C(CN1CC2C(C1)CC(C2)C2=CC=CC=C2)=O